C1(CCC1)C=1C(=NN(C1NC(=O)C12CC(C1)(C2)C(F)(F)F)C)C2=CC=C(C=C2)F N-(4-cyclobutyl-3-(4-fluorophenyl)-1-methyl-1H-pyrazol-5-yl)-3-(trifluoromethyl)bicyclo[1.1.1]pentane-1-carboxamide